ClC1=C(C=C2CN(C(C2=C1)=O)C[C@H](C(C)(C)O)F)[N+](=O)[O-] (R)-6-chloro-2-(2-fluoro-3-hydroxy-3-methylbutyl)-5-nitroisoindol-1-one